C12(CC3CC(CC(C1)C3)C2)CN2N=CC(=C2C)C=2N=C3N(C=CC=C3C(=O)O)C2C=2N=NC(=C(C2)C2CC2)NC=2SC3=C(N2)C=CC=C3 1-(adamantan-1-ylmethyl)-5-methyl-1H-pyrazol-4-yl-3-(6-(benzo[d]thiazol-2-ylamino)-5-cyclopropylpyridazin-3-yl)imidazo[1,2-a]pyridine-8-carboxylic acid